5-nitro-2H-indazole-6-carboxylate [N+](=O)([O-])C1=CC2=CNN=C2C=C1C(=O)[O-]